FC1(OC2=C(O1)C=CC(=C2)/C=C/C(=O)NC2=C(C=CC=C2)OC)F (E)-3-(2,2-difluorobenzo[d][1,3]dioxol-5-yl)-N-(2-methoxyphenyl)acrylamide